C1(CCC1)OC=1C2=C(N=CN1)CN(CC2)C(=O)C2=C(OC=1N=CN=C(C12)NC1(CC1)C)C 5-{4-cyclobutoxy-5h,6h,7h,8h-pyrido[3,4-d]pyrimidine-7-carbonyl}-6-methyl-N-(1-methylcyclopropyl)furo[2,3-d]pyrimidin-4-amine